ClC=1C=C(C#N)C=C(C1)CCN1CC(C(C1)C)COC1=CC(=C(C=C1)S(=O)(=O)C)C 3-chloro-5-{2-[3-[(4-methanesulfonyl-3-methylphenoxy)methyl]-4-methylpyrrolidin-1-yl]ethyl}benzonitrile